NC1=CC=C(C=N1)B(O)O (6-aminopyridin-3-yl)boronic acid